C(CCCCCCCCCCCCCCC)C(C(=O)O[C@@H]1C[C@H](N(C1)C(CCCCCCCCCCCCCCC)=O)C(=O)O)CCCCCCCCCCCCCC N-palmitoyl-hydroxyproline cetyl-palmitate